C1(CC1)C=1C(=NC=C(C1)NC(C(=O)N1[C@H](CN([C@@H](C1)C)C(=O)C1(CC1)C(F)(F)F)C1=CC=C(C=C1)F)=O)NC(OC(C)(C)C)=O tert-butyl (3-cyclopropyl-5-(2-((2S,5R)-2-(4-fluorophenyl)-5-methyl-4-(1-(trifluoromethyl)cyclopropanecarbonyl)piperazin-1-yl)-2-oxoacetamido)pyridin-2-yl)carbamate